O1C(=CC=C1)CNC(=O)NC=1C=NC2=CC=CC=C2C1 1-(2-furylmethyl)-3-quinolin-3-ylurea